C(C)OCCOCCOCCO 2-[2-(2-ethoxyethoxy)ethoxy]Ethyl alcohol